(S)-(6-chloropyridin-3-yl)(cyclopropyl)(imino)-λ6-sulfanone ClC1=CC=C(C=N1)[S@](=O)(=N)C1CC1